2-(2-oxoazepan-1-yl)nonanoic acid O=C1N(CCCCC1)C(C(=O)O)CCCCCCC